1-(2-(2-((phenylmethyl)sulfonamido)-4-(4-(4-((6-(trifluoromethyl)pyridazin-3-yl)oxy)-phenyl)piperidine-1-carbonyl)phenoxy)ethyl)pyrrolidin-1-ium chloride [Cl-].C1(=CC=CC=C1)CS(=O)(=O)NC1=C(OCC[NH+]2CCCC2)C=CC(=C1)C(=O)N1CCC(CC1)C1=CC=C(C=C1)OC=1N=NC(=CC1)C(F)(F)F